N1C(N=NC=C1)=O AZAPYRIMIDINONE